CN(C(C1=CC(=CC=C1)C1=CC(=NC2=C(N=CC=C12)C1=CC=NN1)N1CCOCC1)=O)C N,N-dimethyl-3-[2-(morpholin-4-yl)-8-(1H-pyrazol-5-yl)-1,7-naphthyridin-4-yl]benzamide